C(C)(C)[O-].[Sn+4].C(C)(C)[O-].C(C)(C)[O-].C(C)(C)[O-] tin (IV) isopropanolate